6-chloro-N-[(1-methyl-1H-indol-5-yl)methyl]-4-oxo-3,4-dihydrospiro[1-benzopyran-2,4'-piperidine]-1'-carboxamide ClC=1C=CC2=C(C(CC3(CCN(CC3)C(=O)NCC=3C=C4C=CN(C4=CC3)C)O2)=O)C1